C(C)(C)(C)OC(=O)N[C@@H]([C@@H](C(=O)O)O)CC1=CC=CC=C1 (2S,3R)-3-((tert-butoxycarbonyl)amino)-2-hydroxyl-4-phenylbutyric acid